FC(C(=O)O)(F)F.N1[C@@H](CCC1)C(=O)O L-proline trifluoroacetate salt